C12CN(CC2C1)C(=O)C=1C=CC=C2C(=NC=NC12)N[C@H](CN1CCN(CC1)S(=O)(=O)C1=C(N=C(S1)NC(OC)=O)C)C methyl N-[5-({4-[(2S)-2-[(8-{3-azabicyclo[3.1.0]hexane-3-carbonyl}quinazolin-4-yl)amino]propyl]piperazin-1-yl}sulfonyl)-4-methyl-1,3-thiazol-2-yl]carbamate